OB1OCC2=C1C(=C(C=C2)C(=O)N[C@@H](C(C)C)C(=O)OCCCN2CCOCC2)C 3-morpholinopropyl (1-hydroxy-7-methyl-1,3-dihydrobenzo[c][1,2]oxaborole-6-carbonyl)-L-valinate